O1N=C(C=C1)C=O Isoxazolal